6-(2-Methyl-3-(4-(tert-pentyl)phenyl)propyl)-2-thia-6-azaspiro[3.4]octane 2,2-dioxide CC(CN1CC2(CS(C2)(=O)=O)CC1)CC1=CC=C(C=C1)C(C)(C)CC